BrC=1C=C2C(=NC1)N(C(=C2C2=CC(=CC=C2)F)C(F)F)S(=O)(=O)C2=CC=C(C)C=C2 5-bromo-2-(difluoromethyl)-3-(3-fluorophenyl)-1-tosyl-1H-pyrrolo[2,3-b]pyridine